[C@H]12CC(C[C@H](CC1)N2)N2C1=C(N(C(C2=O)=O)C)C=C(C=N1)Cl 4-((1R,3r,5S)-8-azabicyclo[3.2.1]octan-3-yl)-7-chloro-1-methyl-1,4-dihydropyrido[2,3-b]pyrazine-2,3-dione